F[B-](F)(F)F.COC(=O)C1=CC2=C(CON2C)C=C1 6-(methoxycarbonyl)-1-methyl-2,1-benzisoxazole tetrafluoroborate